2-[(4-bromo-2-iodo-5-methoxy-benzoyl)amino]acetic acid methyl ester COC(CNC(C1=C(C=C(C(=C1)OC)Br)I)=O)=O